NC(/C=C/CC[C@@H](C(=O)NC=1C(N(C=CC1)CC1=NC2=C(N1)C=CC=C2CC(C)C)=O)NC(OCC2=CC=CC=C2)=O)=O benzyl (S,E)-(7-amino-1-((1-((4-isobutyl-1H-benzo[d]imidazol-2-yl)methyl)-2-oxo-1,2-dihydropyridin-3-yl)amino)-1,7-dioxohept-5-en-2-yl)carbamate